N[C@@H](CC(=O)[O-])C(=O)[O-].[Ca+2] Calcium aspartat